1,2-Bis(Triethoxysilyl)-ethan C(C)O[Si](CC[Si](OCC)(OCC)OCC)(OCC)OCC